2-hydroxy-4,10-undecadienoic acid OC(C(=O)O)CC=CCCCCC=C